C(#C)C1=CC=C(O1)C1CN=C2N1CCN(C2)C(=O)C=2C=C(CN1C(C3=CC=CC=C3C=N1)=O)C=CC2F 3-(3-(5-ethynylfuran-2-yl)-2,3,5,6,7,8-hexahydroimidazo[1,2-a]pyrazine-7-carbonyl)-4-fluorobenzyl-phthalazin-1(2H)-one